C(C)(C)(C)OC(NCCCCCCNC1=C(C=C(C(=C1)C#N)C#N)N)=O (6-((2-amino-4,5-dicyanophenyl)amino)hexyl)carbamic acid tert-butyl ester